(R)-5-(4-cyclopropyl-1H-imidazol-1-yl)-2-fluoro-4-methyl-N-(6-methyl-5,6-dihydrobenzo[f][1,2,4]triazolo[4,3-d][1,4]oxazepin-8-yl)benzamide C1(CC1)C=1N=CN(C1)C=1C(=CC(=C(C(=O)NC2=CC=CC=3C=4N(C[C@H](OC32)C)C=NN4)C1)F)C